2-amino-3-bromo-N-(2-((tert-butyldiphenylsilyl)oxy)-2-methylpropyl)-5-methylbenzamide NC1=C(C(=O)NCC(C)(C)O[Si](C2=CC=CC=C2)(C2=CC=CC=C2)C(C)(C)C)C=C(C=C1Br)C